C(C=C)(=O)OC.[Li] lithium (methyl) acrylate